ClC1=CC=C(C=C1)C1=NOC(=C1)CON=C(C)C1=CC=C(C=C1)F 1-(4-fluorophenyl)ethane-1-one O-((3-(4-chlorophenyl)isoxazol-5-yl)methyl) oxime